C1(=C(C=CC=C1)\C(\C(=O)OC)=N/OC)C methyl (E)-2-(2-tolyl)-2-methoxyiminoacetate